calcium stearyllactate C(CCCCCCCCCCCCCCCCC)OC(C(O)C)=O.[Ca]